(R)-N-(1-(3-amino-5-(trifluoromethyl)phenyl)ethyl)-2-(azetidin-1-yl)-6-(tetrahydro-2H-pyran-4-yl)pyrido[3,4-d]pyrimidin-4-amine NC=1C=C(C=C(C1)C(F)(F)F)[C@@H](C)NC=1C2=C(N=C(N1)N1CCC1)C=NC(=C2)C2CCOCC2